(5Z,8Z,10Z,12Z,14Z)-5,8,10,12,14-Eicosapentaenoic acid C(CCC\C=C/C\C=C/C=C\C=C/C=C\CCCCC)(=O)O